C(C(C)C)NCC=1C=C(C(N(C1)CC(F)(F)F)=O)C(=O)NC1=CC(=CC=C1)C1(CC(C1)C)C=1N=NNC1C 5-((Isobutylamino)methyl)-N-(3-((1s,3s)-3-methyl-1-(5-methyl-1H-1,2,3-triazol-4-yl)cyclobutyl)phenyl)-2-oxo-1-(2,2,2-trifluoroethyl)-1,2-dihydropyridine-3-carboxamide